C(C=C)(=O)OCCC[SiH2]C(F)F acryloxypropyldifluoromethylsilane